5-(2-((2-oxaspiro[3.5]nonan-7-yl)amino)-4-methoxypyrrolo[2,1-f][1,2,4]triazin-5-yl)-N-methylpyrazolo[1,5-a]pyridine-3-carboxamide C1OCC12CCC(CC2)NC2=NN1C(C(=N2)OC)=C(C=C1)C1=CC=2N(C=C1)N=CC2C(=O)NC